2-Amino-N-(1-{8-chloro-5-[(3S)-3-hydroxypiperidin-1-yl]imidazo[1,5-a]pyridin-6-yl}ethyl)pyrazolo[1,5-a]pyrimidine-3-carboxamide NC1=NN2C(N=CC=C2)=C1C(=O)NC(C)C=1C=C(C=2N(C1N1C[C@H](CCC1)O)C=NC2)Cl